BrC1=C(OCC(CCl)O)C=CC(=C1)C(C)(C)C1=CC=C(C=C1)OCC(CN1CCOCC1)O 1-(2-bromo-4-(2-(4-(2-hydroxy-3-morpholinopropoxy)phenyl)propan-2-yl)phenoxy)-3-chloropropan-2-ol